FC=1C=CC=C2C(C[C@@H](C12)NC(C1=CN=C(C=C1)C1=C2C(=NC=C1)N(C=C2)COCC[Si](C)(C)C)=O)O N-((1S)-7-fluoro-3-hydroxy-2,3-dihydro-1H-inden-1-yl)-6-(1-((2-(trimethylsilyl)ethoxy)methyl)-1H-pyrrolo[2,3-b]pyridin-4-yl)nicotinamide